[Ca+2].[Ca+2].C(CN(CC(=O)[O-])CC(=O)[O-])N(CC(=O)[O-])CC(=O)[O-] ethylenediaminetetraacetic acid di-calcium salt